BrC1=CC=CC(=N1)N1C(COCC1)=O 4-(6-bromopyridin-2-yl)morpholin-3-one